C(CCCCCC)OCOCCCC(CC(C)[Mg]Cl)C 6-heptyloxymethoxy-1,3-dimethylhexylmagnesium chloride